[N+](=[N-])=CC(CC[C@@H](C(=O)OC(C)C)NC([C@H]([C@@H](CC)C)OC(C)C)=O)=O isopropyl (S)-6-diazo-2-((2S,3R)-2-isopropoxy-3-methylpentanamido)-5-oxohexanoate